Ethyl 1,4-dibromo-5,6,7,8-tetrahydroisoquinoline-3-carboxylate BrC1=NC(=C(C=2CCCCC12)Br)C(=O)OCC